4-methyl-N-[[3-methyl-2-(5-methyl-2-pyridinyl)-1H-indol-5-yl]methyl]pyrimidine-5-carboxamide CC1=NC=NC=C1C(=O)NCC=1C=C2C(=C(NC2=CC1)C1=NC=C(C=C1)C)C